CON(C(=O)C1=NC=C(N=C1)OCC(F)(F)F)C N-methoxy-N-methyl-5-(2,2,2-trifluoroethoxy)pyrazine-2-carboxamide